2-((4-(5-(1H-pyrrol-2-yl)-1H-pyrrolo[2,3-b]pyridin-3-yl)pyridin-2-yl)methylamino)-N-(3,4-difluorobenzyl)nicotinamide N1C(=CC=C1)C=1C=C2C(=NC1)NC=C2C2=CC(=NC=C2)CNC2=C(C(=O)NCC1=CC(=C(C=C1)F)F)C=CC=N2